ClC(C1=CC(=NC=2N1N=C(C2)C(=O)NCCCCNC=2C=C1C(N(C(C1=CC2)=O)C2C(NC(CC2)=O)=O)=O)C=2SC=CC2)(F)F 7-(chlorodifluoromethyl)-N-(4-{[2-(2,6-dioxohexahydropyridin-3-yl)-1,3-dioxo-2,3-dihydro-1H-isoindol-5-yl]amino}butyl)-5-(thiophen-2-yl)pyrazolo[1,5-a]pyrimidine-2-carboxamide